COC(=O)C=1N=NC=CC1N1C=COC=C1 (1,4-oxazin-4-yl)-1,2-diazine-3-carboxylic acid methyl ester